ethyl 2-(2-((5-(3-(aminomethyl)phenyl)-2-isopropylbenzofuran-3-yl)methoxy)phenyl)acetate NCC=1C=C(C=CC1)C=1C=CC2=C(C(=C(O2)C(C)C)COC2=C(C=CC=C2)CC(=O)OCC)C1